P(=O)(Cl)(Cl)OC(COCCC=C)COCCC#C 1-(3-buten-1-yloxy)-3-(3-butyn-1-yloxy)-2-propanol dichlorophosphate